NC1=CC=C(C=C(CO)Br)C=C1 p-amino-alpha-bromocinnamyl alcohol